FC(N1C(=NC2=C1C=CC=C2)N2CCC(CC2)NC2=CC=C1C(=NN(C1=C2)C)C2=CC(=CC=C2)F)F N-(1-(1-(difluoromethyl)-1H-benzo[d]imidazol-2-yl)piperidin-4-yl)-3-(3-fluorophenyl)-1-methyl-1H-indazol-6-amine